CN1C(C2(C3=NC=CC=C31)CCC(C(C2)(C)C)=O)=O 1',5,5-trimethyl-2',4-dioxo-1',2'-dihydrospiro[cyclohexane-1,3'-pyrrolo[3,2-b]pyridin]